ClC=1C(=NC(=CC1)OC)CO (3-chloro-6-methoxy-2-pyridinyl)methanol